4-((1,3-dioxo-1,3-dihydro-2H-inden-2-ylidene)methyl)benzoic acid O=C1C(C(C2=CC=CC=C12)=O)=CC1=CC=C(C(=O)O)C=C1